O=C1NC(CCC1OC1=CC(=C(C=C1)C1CCN(CC1)C(=O)OC(C)(C)C)OS(=O)(=O)C)=O tert-butyl 4-[4-[(2,6-dioxo-3-piperidyl)oxy]-2-methylsulfonyloxy-phenyl]piperidine-1-carboxylate